C(=C)CCOCCO 2-(2-vinylethoxy)ethanol